3-chloro-4-methyl-5-(2-methylquinolin-6-yl)picolinic acid ClC=1C(=NC=C(C1C)C=1C=C2C=CC(=NC2=CC1)C)C(=O)O